1-(4-Chlorophenyl)-3-[5-(4-chlorophenyl)thiophen-2-yl]urea ClC1=CC=C(C=C1)NC(=O)NC=1SC(=CC1)C1=CC=C(C=C1)Cl